4-hydroxybutanoic acid amide OCCCC(=O)N